2-((2-(dinonylamino)ethyl)(nonyl)amino)-1-(4-(ditetradecylglycyl)piperazin-1-yl)ethan-1-one C(CCCCCCCC)N(CCN(CC(=O)N1CCN(CC1)C(CN(CCCCCCCCCCCCCC)CCCCCCCCCCCCCC)=O)CCCCCCCCC)CCCCCCCCC